(2-(7-oxa-1-azaspiro[4.4]nonan-4-yl)thieno[2,3-B]pyridin-4-yl)benzo[d]thiazol-5-amine N1CCC(C12COCC2)C2=CC=1C(=NC=CC1C=1SC3=C(N1)C=C(C=C3)N)S2